N1=NC(=CC=C1)C(=O)N pyridazine-3-carboxamid